2-methyltetrahydrothiophen-3,4-diol CC1SCC(C1O)O